3-([1,1'-biphenyl]-4-ylmethyl)-7-(2-hydroxy-3-(thiazol-2-ylamino)propoxy)-4-methyl-2H-chromen-2-one C1(=CC=C(C=C1)CC=1C(OC2=CC(=CC=C2C1C)OCC(CNC=1SC=CN1)O)=O)C1=CC=CC=C1